NCCNC1=NC(=C2C(=N1)N(N=C2)C)NC2=CC(=C(C=C2)OC)Cl N6-(2-aminoethyl)-N4-(3-chloro-4-methoxyphenyl)-1-methyl-1H-pyrazolo[3,4-d]pyrimidine-4,6-diamine